FC(C=1C=C(CNC2CCC3=CC(=CC=C23)NC(C=C)=O)C=CC1)(F)F N-(1-((3-(trifluoromethyl)benzyl)amino)-2,3-dihydro-1H-inden-5-yl)-acrylamide